FC1(C[C@H](CC1)NC(=O)C=1C=CC2=C(C=3N(CCO2)C=NC3)C1)F (S)-N-(3,3-difluorocyclopentyl)-5,6-dihydrobenzo[f]imidazo[1,5-d][1,4]oxazepine-10-carboxamide